N2-[(4-chloro-1-methyl-pyrazol-3-yl)methyl]-6-(1H-indazol-6-yl)-1,3,5-triazine-2,4-diamine ClC=1C(=NN(C1)C)CNC1=NC(=NC(=N1)N)C1=CC=C2C=NNC2=C1